N,N'-bis(2-methyl-6-ethylphenyl)-5-(3-nitrophenyl)acenaphthylene-1,2-diimine CC1=C(C(=CC=C1)CC)N=C1C(C2=CC=C(C3=CC=CC1=C23)C2=CC(=CC=C2)[N+](=O)[O-])=NC2=C(C=CC=C2CC)C